N[C@@H](C(=O)N)CC1=CC=CC=C1 (2R)-2-amino-3-phenylpropionamide